N-[4-[4-(5-Cyano-2-pyridyl)piperazin-1-yl]phenyl]-4-(2-fluoroethoxy)benzamid C(#N)C=1C=CC(=NC1)N1CCN(CC1)C1=CC=C(C=C1)NC(C1=CC=C(C=C1)OCCF)=O